hydroxy ethylmethacrylate CCC=C(C)C(=O)OO